(S)-1-(3-(4-amino-3-((2,6-difluoro-3,5-dimethoxyphenyl)ethynyl)-7-(1-methoxycyclopropyl)-1H-pyrazolo[4,3-c]pyridin-1-yl)pyrrolidin-1-yl)prop-2-en-1-one NC1=NC=C(C2=C1C(=NN2[C@@H]2CN(CC2)C(C=C)=O)C#CC2=C(C(=CC(=C2F)OC)OC)F)C2(CC2)OC